Br[Zn]CC1=CC=C(C=C1)CC(=O)OCC bromo({[4-(2-ethoxy-2-oxoethyl)phenyl]methyl})zinc